6-((4-((tert-Butyldiphenylsilyl)oxy)butyl)(methyl)amino)-11-((N-(3-hexylundecan-oyl)-N-methylglycyl)oxy)undecyl decanoate C(CCCCCCCCC)(=O)OCCCCCC(CCCCCOC(CN(C)C(CC(CCCCCCCC)CCCCCC)=O)=O)N(C)CCCCO[Si](C1=CC=CC=C1)(C1=CC=CC=C1)C(C)(C)C